tert-butyl 3-(1,1,2,2,2-pentafluoroethyl)pyrrolidine-1-carboxylate FC(C(F)(F)F)(F)C1CN(CC1)C(=O)OC(C)(C)C